BrC1=CC(=C(S1)C(N)=O)NC(=O)[C@H]1N(CC(C1)N1CCCCC1)C(=O)OC(C)(C)C tert-butyl (2S)-2-[(5-bromo-2-carbamoylthiophen-3-yl)carbamoyl]-4-piperidin-1-ylpyrrolidine-1-carboxylate